N(=[N+]=[N-])C1=CC(=C(C=C1)NCCCCCC(=O)O)[N+](=O)[O-].S(=O)(=O)(O)C1C(=O)NC(C1)=O sulfosuccinimide 6-(4'-azido-2'-nitrophenylamino)caproate